C(C)OC(C)=O.S1C=CC=C1.S1C=CC=C1 dithiophene ethyl-acetate